pyrrolo[2,1-c][1,4]benzodiazepinemonoamide C1(=CCN2C1=CN=C1C(=C2)C=CC=C1)C(=O)N